(S)-4-(2-((3-aminopyrrolidin-1-yl)methyl)-5-(3,4-dimethylphenyl)-1-isopropyl-1H-pyrrolo[2,3-c]pyridin-4-yl)-2-fluorobenzonitrile N[C@@H]1CN(CC1)CC1=CC=2C(=CN=C(C2C2=CC(=C(C#N)C=C2)F)C2=CC(=C(C=C2)C)C)N1C(C)C